C(C1=CC=CC=C1)OC1=CC(=C(OC2=NC(=CC(=C2)C(=O)OC)C#N)C=C1)F methyl 2-(4-benzyloxy-2-fluoro-phenoxy)-6-cyano-pyridine-4-carboxylate